3-(4-Indol-1-ylmethyl-phenyl)-isoxazole-5-carboxylic acid amide N1(C=CC2=CC=CC=C12)CC1=CC=C(C=C1)C1=NOC(=C1)C(=O)N